C1(CCCCC1)NCC(CS(=O)(=O)O)O 3-(cyclohexyl-amino)-2-hydroxypropanesulphonic Acid